(R)-4-chloro-3-(4-(2-(4,4-difluorocyclohexyl)-2-(1-ethyl-1H-pyrazole-5-carboxamido)acetamido)phenyl)-2-methylpyridine 1-oxide ClC1=C(C(=[N+](C=C1)[O-])C)C1=CC=C(C=C1)NC([C@H](NC(=O)C1=CC=NN1CC)C1CCC(CC1)(F)F)=O